FC1(CCC(CC1)N1N=C(C=C1C)C=1C(=C(C(=O)N)C=CC1S(=O)(=O)C)N1CCC2(CC2)CC1)F (1-(4,4-difluorocyclohexyl)-5-methyl-1H-pyrazol-3-yl)-4-(methylsulfonyl)-2-(6-azaspiro[2.5]octan-6-yl)benzamide